ClC1=C(CC(C)(C)N)C=CC=C1 o-chloro-α,α-dimethylphenethylamine